[Cr].[PH2](=O)N=C(N)N N2-phosphinyl-guanidine chromium